5-cyclopropylpyrimidin-2-amine C1(CC1)C=1C=NC(=NC1)N